C1(CC1)C(=O)N1CC2(CN(C2)C(=O)OCCCC)C1 Butyl 6-(cyclopropanecarbonyl)-2,6-diazaspiro[3.3]heptane-2-carboxylate